C(CCC=CCCCCCCCCCCCCCCCCC)(=O)O 4-Docosenoic acid